2-aminotetralin-2-carboxylic acid NC1(CC2=CC=CC=C2CC1)C(=O)O